n-propyl 2,3-dihydroxy-α-cyanocinnamate OC1=C(C=C(C(=O)OCCC)C#N)C=CC=C1O